N-(alpha-methoxyethyl)formamide COC(C)NC=O